2-[4-(8-chloro-4-methyl-3,4-dihydroquinazolin-2-yl)phenoxy]ethanol ClC=1C=CC=C2C(NC(=NC12)C1=CC=C(OCCO)C=C1)C